chloro(2-dicyclohexylphosphino-2',6'-dimethoxybiphenyl) ClC=1C(=C(C=CC1)C1=C(C=CC=C1OC)OC)P(C1CCCCC1)C1CCCCC1